C1(CC1)S(=O)(=O)N[C@@H]1CC[C@H](OC1)CN1CCC2(CN(C2)C2=NC=NC=C2OC2=C(C(=O)N([C@H]3COCC3)C(C)C)C=C(C=C2)F)CC1 ((4-(7-(((2S,5R)-5-(Cyclopropanesulfonamido)tetrahydro-2H-pyran-2-yl)methyl)-2,7-diazaspiro[3.5]nonan-2-yl)pyrimidin-5-yl)oxy)-5-fluoro-N-isopropyl-N-((R)-tetrahydrofuran-3-yl)benzamide